N1(C=NC=C1)C=1C=C(C(=O)NC(C(=O)OCC)\C=C\C(C)(C)C)C=CC1 ethyl (E)-2-[m-(1-imidazolyl)benzoylamino]-5,5-dimethyl-3-hexenoate